distearyl-pentaerythritol C(CCCCCCCCCCCCCCCCC)C(O)(C(CO)(CO)CO)CCCCCCCCCCCCCCCCCC